C1(=CC=CC2=CC=CC=C12)C1=CC=CC2=CC=CC=C12 (R)-(+)-1,1'-binaphthyl